O=C1NC(CCC1N1C(C2=CC=C(C=C2C1=O)N1CC(C1)OC1=CC(=CC=C1)N1CCC(CC1)OC1CC(C1)OC1=NC=C(C=C1)C=1C=CC=2C3=C(N(C2C1)C)C=CN=C3)=O)=O 2-(2,6-dioxopiperidin-3-yl)-5-(3-(3-(4-((1r,3r)-3-((5-(5-methyl-5H-pyrido[4,3-b]indol-7-yl)pyridin-2-yl)oxy)cyclobutoxy)piperidin-1-yl)phenoxy)azetidin-1-yl)isoindoline-1,3-dione